(3R,5S)-5-Methylpyrrolidin-3-amine C[C@H]1C[C@H](CN1)N